CN1N=C(C2=CC=C(C=C12)N1CCN(CC1)C(C)(CCC1CCC(CC1)OC1=C(C(=CC=C1)B1OC(C(O1)(C)C)(C)C)C)C)C1C(NC(CC1)=O)=O 3-(1-methyl-6-(4-(2-methyl-4-((1r,4s)-4-(2-methyl-3-(4,4,5,5-tetramethyl-1,3,2-dioxaborolan-2-yl)phenoxy)cyclohexyl)butan-2-yl)piperazin-1-yl)-1H-indazol-3-yl)piperidine-2,6-dione